3,5-bis(2,4-dicarboxyphenyl)nitrobenzene C(=O)(O)C1=C(C=CC(=C1)C(=O)O)C=1C=C(C=C(C1)C1=C(C=C(C=C1)C(=O)O)C(=O)O)[N+](=O)[O-]